methyltri(cyclohexylamino)silane C[Si](NC1CCCCC1)(NC1CCCCC1)NC1CCCCC1